C(C)(C)C=1C(=NNC1C=1C=C(C=2N(C1)N=CN2)OC)C=2SC(=CN2)N2CCN(CC2)C(CN2CCOCC2)=O 1-(4-(2-(4-isopropyl-5-(8-methoxy-[1,2,4]triazolo[1,5-a]pyridin-6-yl)-1H-pyrazol-3-yl)thiazol-5-yl)piperazin-1-yl)-2-morpholinoethan-1-one